C(C)S(=O)(=O)NC1=CC(=C(OC=2C=C(OCCOCCOCCOCCOCC(=O)O)C=CC2)C=C1)C=1C2=C(C(N(C1)C)=O)NC=C2 2-[2-[2-[2-[2-[3-[4-(ethylsulfonylamino)-2-(6-methyl-7-oxo-1H-pyrrolo[2,3-c]pyridin-4-yl)phenoxy]phenoxy]ethoxy]ethoxy]ethoxy]ethoxy]acetic acid